C(CCCC)NC1=CC(=CC=C1)N N-pentylbenzene-1,3-diamine